N1C=NC=2C1=C1C(=NC2N)C=CS1 1H-imidazo[4,5-d]thieno[3,2-b]pyridin-4-amine